ClC1(C(C(C(C(C1)(Cl)Cl)=O)(Cl)Cl)=O)Cl hexachloro-2,4-cyclohexanedione